C(#N)C1C(C(CC2(CN(C2)C(=O)OC(C)(C)C)C1)(C)C)=O tert-butyl 8-cyano-6,6-dimethyl-7-oxo-2-azaspiro[3.5]nonane-2-carboxylate